5-(2,4-difluorophenyl)-N-[2-[6-(2-fluoro-3-methyl-4-pyridyl)-2-pyridyl]-2-(1-methylpyrazol-4-yl)propyl]isoxazole-3-carboxamide FC1=C(C=CC(=C1)F)C1=CC(=NO1)C(=O)NCC(C)(C=1C=NN(C1)C)C1=NC(=CC=C1)C1=C(C(=NC=C1)F)C